[Br-].NCCC[N+]1(CCN(CC1)CCOCCCCCCCCCCCC)CCOCCCCCCCCCCCC N-(3-aminopropyl)-N,N'-bis-(dodecyloxyethyl)-piperazinium bromide